NCC1=CC=C(C=C1)NC(=O)CCOCCOCCOCCNC(OC(C)(C)C)=O tert-butyl N-(2-{2-[2-(2-{[4-(aminomethyl)phenyl]carbamoyl}eth-oxy)ethoxy]ethoxy}ethyl)carbamate